C1(CCCCC1)NC1=NC=CC(=N1)C=1C(=CC(=C(C1)NC(=O)C1=CNC(C=C1C(F)(F)F)=O)N1C[C@H](N([C@H](C1)C)C)C)F |r| N-[5-[2-(cyclohexylamino)pyrimidin-4-yl]-4-fluoro-2-[rac-(3R,5S)-3,4,5-trimethylpiperazin-1-yl]phenyl]-6-oxo-4-(trifluoromethyl)-1H-pyridine-3-carboxamide